diphenylmethoxysilane C1(=CC=CC=C1)C(O[SiH3])C1=CC=CC=C1